N-ethyl-Taurine C(C)NCCS(=O)(=O)O